dicarboxymethylaniline C(=O)(O)C(C(=O)O)NC1=CC=CC=C1